C(CC(C)C)C1=NC2=C(N1C(=O)N)C=CC=C2N2CCN(CC2)C iso-Pentyl-4-(4-methylpiperazin-1-yl)-1H-benzo[d]imidazole-1-carboxamide